OCCC1CC12CCN(CC2)C(=O)OC(C)(C)C tert-butyl 1-(2-hydroxyethyl)-6-azaspiro[2.5]octane-6-carboxylate